ClP(C1=CC=C(C=C1)C1=CC=CC=C1)C1=CC=C(C=C1)C1=CC=CC=C1 chlorobis(4-phenylphenyl)phosphane